ClC=1C=C(C=CC1OCC1=NC=CC=C1)C1(NC=NC2=CC(=C(C=C12)N)C#CC1(CN(CCC1)C)C)N 4-(3-chloro-4-(pyridin-2-ylmethoxy)phenyl)-7-((1,3-dimethylpiperidin-3-yl)ethynyl)quinazoline-4,6-diamine